C12CN(CC(N1)C2)C2=CC=C(C=N2)C=2C=1N(C=C(C2)OCC(C)(C)O)N=CC1C#N 4-(6-(3,6-diazabicyclo[3.1.1]heptan-3-yl)pyridine-3-yl)-6-(2-hydroxy-2-methylpropoxy)pyrazolo[1,5-a]pyridine-3-carbonitrile